2-ethyl-4,5-dimethyl-1-vinylimidazole C(C)C=1N(C(=C(N1)C)C)C=C